FC(C=1OC(=NN1)C1=CC=C(C=C1)CN1N=C(N=N1)C1=CC(=CC=C1)C=1C=NN2C1CNCC2)F 2-(difluoromethyl)-5-(4-((5-(3-(4,5,6,7-tetrahydropyrazolo[1,5-a]pyrazin-3-yl)phenyl)-2H-tetrazol-2-yl)methyl)phenyl)-1,3,4-oxadiazole